N1=C(C=CC=2CCCNC12)CCC1CC(C1)OCCCC(=O)O 4-[3-[2-(5,6,7,8-tetrahydro-1,8-naphthyridin-2-yl)ethyl]cyclobutoxy]butanoic acid